C(CC)OC1=CC=C(C=C1)C1=CC=C(O1)C(C)=O 1-(5-(4-propoxyphenyl)furan-2-yl)ethan-1-one